C(C)(C)(C)[C@]1(N(S(OC1)=O)C(=O)OCCCCC1=NC=2NCCCC2C=C1)COC1CC1 4-(5,6,7,8-tetrahydro-1,8-naphthyridin-2-yl)butan-1-ol tert-butyl-(4S)-4-(cyclopropoxymethyl)-2-oxo-1,2lambda4,3-oxathiazolidine-3-carboxylate